methyl 2-((tert-butoxycarbonyl) amino)-3-iodobutanoate C(C)(C)(C)OC(=O)NC(C(=O)OC)C(C)I